5-(methoxymethyl)-2-(4-methyl-5-keto-4-propan-2-yl-1H-imidazol-2-yl)pyridine-3-carboxylic acid COCC=1C=C(C(=NC1)C=1NC(C(N1)(C(C)C)C)=O)C(=O)O